NC1=CC=2C(C3=CC=CC=C3SC2C(=C1)N)=O 2,4-diaminothioxanthone